BrCCCC 1-Bromobutan